N-(2-bromo-6,7,8,9-tetrahydro-5H-benzo[7]annulen-5-yl)-3-isopropoxyazetidine-1-carboxamide BrC=1C=CC2=C(CCCCC2NC(=O)N2CC(C2)OC(C)C)C1